N,N,N'-triethyl-1,4-butanediamine C(C)N(CCCCNCC)CC